CC1N(CCC(C1)(F)F)C(=O)C=1C=NC(=C(C1)Br)Cl methyl-(5-bromo-6-chloropyridin-3-yl)(4,4-difluoropiperidin-1-yl)methanone